CN1N=NC(=C1C=1C=C2C(=NC1)C1=C(N2C(C2CCOCC2)C2=NC=CC=C2F)C=CS1)C 6-(1,4-dimethyl-1H-1,2,3-triazol-5-yl)-4-((3-fluoropyridin-2-yl)(tetrahydro-2H-pyran-4-yl)methyl)-4H-thieno[2',3':4,5]pyrrolo[3,2-b]pyridine